C(C)(C)(C)OC(=O)N1[C@@H]([C@@H](O[C@H](C1)CO)C)C |o1:8,9,11| rel-(2S,3R,6R)-6-(hydroxymethyl)-2,3-dimethylmorpholine-4-carboxylic acid tert-butyl ester